ClC1=CC=C(C=C1)[C@H]1CC(=NN1C(CC)=O)C1=C(C=CS1)C (R)-5-(5-(4-chlorophenyl)-1-propionyl-4,5-dihydro-1H-pyrazol-3-yl)-4-methylthiophene